FC(CCC=1C=2CC[C@H]3N(C2N=CC1)CCNC3)(F)F (R)-4-(3,3,3-trifluoropropyl)-6,6a,7,8,9,10-hexahydro-5H-pyrazino[1,2-a][1,8]naphthyridine